NC1=C2NCN(C2=NC(=N1)OCCCC)CC1=CC=C(C=C1)CN1CCC(CC1)CCN 6-amino-9-(4-((4-(2-aminoethyl)piperidin-1-yl)methyl)benzyl)-2-butoxy-7H-purin